tert-butyl (3S)-4-{6-[(5-bromo-1-methyl-2-oxopyridin-3-yl)amino]pyridin-3-yl}-3-methylpiperazine-1-carboxylate BrC=1C=C(C(N(C1)C)=O)NC1=CC=C(C=N1)N1[C@H](CN(CC1)C(=O)OC(C)(C)C)C